2,3,5,6-Tetrafluorophenyl 1-((6-methyl-4-oxo-1,4-dihydropyrimidin-2-yl)amino)-1,10,25-trioxo-26,29,32,35,38,41,44,47,50,53,56,59,62-tridecaoxa-2,9,11,24-tetraazapentahexacontan-65-oate CC1=CC(N=C(N1)NC(NCCCCCCNC(NCCCCCCCCCCCCNC(OCCOCCOCCOCCOCCOCCOCCOCCOCCOCCOCCOCCOCCC(=O)OC1=C(C(=CC(=C1F)F)F)F)=O)=O)=O)=O